(1-methyl-4-(trifluoromethyl)-1H-imidazol-2-yl)-2,3-dihydro-1H-inden-1-ol CN1C(=NC(=C1)C(F)(F)F)C1(CCC2=CC=CC=C12)O